1-[rac-(4aR,7aS)-4-(6-chloropyridazin-3-yl)-2,3,4a,5,7,7a-hexahydropyrrolo[3,4-b][1,4]oxazin-6-yl]ethanone ClC1=CC=C(N=N1)N1[C@H]2[C@@H](OCC1)CN(C2)C(C)=O |r|